C(C)(C)(C)OC(=O)NCC1=C(C(=O)OC)C(=CC(=C1)Cl)F methyl 2-(((tert-butoxy carbonyl)amino)methyl)-4-chloro-6-fluorobenzoate